2-bromo-8,8-dimethyl-6,7-dihydro-5H-imidazo[1,2-a]pyridine BrC=1N=C2N(CCCC2(C)C)C1